1-cyclobutyl-N-(3-(dimethylamino)propyl)-2-(3,4,5-trimethoxyphenyl)-1H-benzo[d]imidazole-6-carboxamide C1(CCC1)N1C(=NC2=C1C=C(C=C2)C(=O)NCCCN(C)C)C2=CC(=C(C(=C2)OC)OC)OC